N-methoxy-n-methyl-3-phenyl-acrylamide CON(C(C=CC1=CC=CC=C1)=O)C